(S)-3-(4-(7-fluoro-3-methyl-2-oxo-2,3-dihydro-1H-benzo[d]imidazol-1-yl)phenyl)-2-(tritylamino)propionic acid methyl ester COC([C@H](CC1=CC=C(C=C1)N1C(N(C2=C1C(=CC=C2)F)C)=O)NC(C2=CC=CC=C2)(C2=CC=CC=C2)C2=CC=CC=C2)=O